C1(=CC(=CC=C1)F)F m-phenylene fluoride